2-(triethoxysilylethyl)-5-(chloroacetoxy)bicycloheptane C(C)O[Si](OCC)(OCC)CCC1C(CCC(CC1)OC(CCl)=O)C1CCCCCC1